(2-(non-1-en-1-yloxy)ethyl)benzene C(=CCCCCCCC)OCCC1=CC=CC=C1